BrC1=CC=C2C(NN=C(C2=C1C)CC=1C=CC(=C(C(=O)N2CCN(CC2)C2=NC=C(C#N)C=C2)C1)F)=O 6-(4-(5-((7-bromo-8-methyl-4-oxo-3,4-dihydrophthalazin-1-yl)methyl)-2-fluorobenzoyl)piperazin-1-yl)nicotinonitrile